17-Acetoxy-5α-androsta-2,16-diene C(C)(=O)OC=1[C@]2(C)[C@@H](CC1)[C@@H]1CC[C@H]3CC=CC[C@]3(C)[C@H]1CC2